C(C=C)(=O)OCC(C(C)(C)C)C 2,3,3-trimethyl-1-butyl acrylate